5-fluoro-2-morpholinopyrimidin FC=1C=NC(=NC1)N1CCOCC1